methyl-2,4-diamino-quinazoline CC1=C2C(=NC(=NC2=CC=C1)N)N